N-[3-(morpholin-4-yl)propyl]-2-({4-[(E)-2-(pyridin-2-yl)vinyl]phenyl}amino)pyridine-4-carboxamide N1(CCOCC1)CCCNC(=O)C1=CC(=NC=C1)NC1=CC=C(C=C1)\C=C\C1=NC=CC=C1